2-ethylhexyl pelargonate C(CCCCCCCC)(=O)OCC(CCCC)CC